4-bromo-N-[2-(2,6-dioxapiperidin-3-yl)-1,3-dioxaisoindol-4-yl]butanamide BrCCCC(=O)NC1=C2ON(OC2=CC=C1)C1ONOCC1